methyl (S)-3-((S)-azepan-4-yl)-7-methyl-2-((S)-1-phenylpropan-2-yl)-3,7,8,9-tetrahydro-6H-imidazo[4,5-f]quinoline-6-carboxylate N1CC[C@H](CCC1)N1C(=NC2=C3CC[C@@H](N(C3=CC=C21)C(=O)OC)C)[C@H](CC2=CC=CC=C2)C